N1C(C=CC2=CC=CC=C12)=O 2(1H)-quinolinone